OCC=1C=C(C=C(C1)OC(C)C)C1=NN(C2=CC=C(C=C12)OCCCNC(OCC1=CC=CC=C1)=O)C1OCCCC1 benzyl N-[3-[3-[3-(hydroxymethyl)-5-isopropoxy-phenyl]-1-tetrahydropyran-2-yl-indazol-5-yl]oxypropyl]carbamate